C(#N)/C(/C(=O)NCC1=C(C=CC=C1)CN1C(CCC1)=O)=C\C1=CNC2=NC=CC=C21 (E)-2-cyano-N-(2-((2-oxopyrrolidin-1-yl)methyl)benzyl)-3-(1H-pyrrolo[2,3-b]pyridin-3-yl)acrylamide